C[C@@H](C(NCCNC)=O)NC([C@@H](NC([C@H](C)NC(OCC1C2=CC=CC=C2C=2C=CC=CC12)=O)=O)C)=O (9H-fluoren-9-yl)methyl ((7S,10S,13S)-7,10-dimethyl-6,9,12-trioxo-2,5,8,11-tetraazatetradecane-13-yl)carbamate